NC1=C(C(=NN1C)C1CC2C(CN(C2)C(=O)OC(C)(C)C)C1)C(NC1=CC(=C(C=C1)F)Cl)=O tert-butyl 5-(5-amino-4-((3-chloro-4-fluorophenyl)carbamoyl)-1-methyl-1H-pyrazol-3-yl)hexahydrocyclopenta[c]pyrrole-2(1H)-carboxylate